α-Methyl-DL-aspartate C[C@](N)(CC(=O)[O-])C(=O)[O-] |r|